1-(5-((6-Fluoro-3-oxoisobenzofuran-1(3H)-ylidene)methyl)pyridin-3-yl)-3-hydroxy-3-methylindolin-2-one FC1=CC=C2C(OC(C2=C1)=CC=1C=C(C=NC1)N1C(C(C2=CC=CC=C12)(C)O)=O)=O